(2R,6S)-N-[2-(1-benzylpiperidin-4-yl)ethyl]-4-(6-chloro-5-fluoropyridin-3-yl)-2,6-dimethylpiperazine-1-carboxamide C(C1=CC=CC=C1)N1CCC(CC1)CCNC(=O)N1[C@@H](CN(C[C@@H]1C)C=1C=NC(=C(C1)F)Cl)C